(3aS,4S,6aR)-1-benzyl-3a-(3-boronopropyl)octahydropyrrolo[3,4-b]pyrrole-4-carboxylic acid C(C1=CC=CC=C1)N1[C@@H]2[C@@](CC1)([C@H](NC2)C(=O)O)CCCB(O)O